NC1(CCN(CC1)C1=NC=C(C=C1)C=1C=2N(C=C(C1)OCC(C)(C)O)N=CC2C#N)C(=O)N(C2=CC=CC=C2)C 4-Amino-1-(5-(3-cyano-6-(2-hydroxy-2-methylpropoxy)pyrazolo[1,5-a]pyridin-4-yl)pyridin-2-yl)-N-methyl-N-phenylpiperidine-4-carboxamide